perfluoro Butyl-Vinyl Ether C(CCC)C=COF